1-((1-acetyl-3-methylpiperidin-4-yl)methyl)-4-chloro-N-(5-((4-fluorophenyl)ethynyl)-3-methylpyridin-2-yl)-1H-pyrazole-5-carboxamide C(C)(=O)N1CC(C(CC1)CN1N=CC(=C1C(=O)NC1=NC=C(C=C1C)C#CC1=CC=C(C=C1)F)Cl)C